N-(2-methylphenyl)-4-((1-((4-bromophenyl)amino)-1-oxopropan-2-yl)oxy)benzamide CC1=C(C=CC=C1)NC(C1=CC=C(C=C1)OC(C(=O)NC1=CC=C(C=C1)Br)C)=O